ethyl (3S)-3-amino-3-[4-fluoro-2'-hydroxy-6'-methyl-5-(trifluoromethyl)-[1,1'-biphenyl]-3-yl]propanoate hydrochloride Cl.N[C@@H](CC(=O)OCC)C=1C=C(C=C(C1F)C(F)(F)F)C1=C(C=CC=C1C)O